N-[(1,1-dimethylethoxy)carbonyl]-L-phenylalanine chloromethyl ester ClCOC([C@@H](NC(=O)OC(C)(C)C)CC1=CC=CC=C1)=O